2-[2-(2-chloro-3-methyl-4-pyridyl)ethynyl]-1-methyl-5-(6-methyl-3-pyridinyl)imidazole-4-carbonitrile ClC1=NC=CC(=C1C)C#CC=1N(C(=C(N1)C#N)C=1C=NC(=CC1)C)C